CC([C@H](C)N1C(C=CC2=C1NC(N=C2)(C(=O)[O-])N[C@@H](C)C2=CC=C(C=C2)CN2CC(N(CC2)C)=O)=O)C 8-[(2S)-3-methylbutan-2-yl]-2-{[(1S)-1-{4-[(4-methyl-3-oxopiperazin-1-yl)methyl]phenyl}ethyl]amino}-pyrido[2,3-d]pyrimidin-7(8H)-onecarboxylate